FC1=C(C=CC=C1)S(=O)(=O)C(C)C 1-fluoro-2-isopropylsulfonyl-benzene